C(CCCCCCC\C=C/C\C=C/CCCCC)C1(OCC(O1)CCN(C)C)CCCCCCCC\C=C/C\C=C/CCCCC 2-(2,2-bis((9Z,12Z)-octadec-9,12-dien-1-yl)-1,3-dioxolan-4-yl)-N,N-dimethylethylamine